CN1C(OC2=C1C=CC=C2)=O methyl-1,3-benzoxazol-2(3H)-one